NC=1N=C(SC1C(=O)C1=CC(=NO1)C(=O)NC1(CCCC1)C)NC1=CC=C(C=C1)F 5-[4-amino-2-(4-fluoroanilino)thiazole-5-carbonyl]-N-(1-methylcyclopentyl)isoxazole-3-carboxamide